4-(4-(bis(4-fluorophenyl)methyl)piperazin-1-yl)-6-bromo-2-oxo-1-(prop-2-yn-1-yl)-1,2-dihydro-1,5-naphthyridine-3-carbonitrile FC1=CC=C(C=C1)C(N1CCN(CC1)C1=C(C(N(C2=CC=C(N=C12)Br)CC#C)=O)C#N)C1=CC=C(C=C1)F